S1C=C(C=C1)C[C@@H](C)N |r| (RS)-1-(Thiophen-3-yl)propan-2-amine